1-(4-(4-amino-7-cyclopropyl-7H-pyrrolo[2,3-d]pyrimidin-5-yl)-2-fluorophenyl)-3-(4-((4-(cyclopropylsulfonyl)piperazin-1-yl)methyl)-3-(trifluoromethyl)phenyl)urea NC=1C2=C(N=CN1)N(C=C2C2=CC(=C(C=C2)NC(=O)NC2=CC(=C(C=C2)CN2CCN(CC2)S(=O)(=O)C2CC2)C(F)(F)F)F)C2CC2